N1=CC(=CC=C1)CN 3-pyridinemethanamine